C(C)(C)(C)OC(=O)N1CCC(CC1)COC1=NC=CC=C1C(F)(F)F 4-(((3-(trifluoromethyl)pyridin-2-yl)oxy)methyl)piperidine-1-carboxylic acid tert-butyl ester